(R)-N-(1-(7-(8-ethynyl-3-hydroxynaphthalen-1-yl)-8-fluoro-2-((tetrahydro-1H-pyrrolizin-7a(5H)-yl)methoxy)pyrido[4,3-d]pyrimidin-4-yl)-4-methyl-1,4-diazepan-6-yl)-2-fluoroacrylamide C(#C)C=1C=CC=C2C=C(C=C(C12)C1=C(C=2N=C(N=C(C2C=N1)N1CCN(C[C@H](C1)NC(C(=C)F)=O)C)OCC12CCCN2CCC1)F)O